C(CCCCCCCC)(=O)[C@@](CO)(O)[C@@](O)([C@](O)(COC(CCCCCCCC)=O)C(CCCCCCCC)=O)C(CCCCCCCC)=O 2,3,4,5-O-tetranonoyl-xylitol